N1=NC=C(C=C1)C(C(=O)N)=C 2-(pyridazin-4-yl)acrylamide